methyl 3,5-diformylbenzoate C(=O)C=1C=C(C(=O)OC)C=C(C1)C=O